5-phenylthiazol-2-ylamine C1(=CC=CC=C1)C1=CN=C(S1)N